[N].[N+](=O)([O-])NC(=O)N Nitrourea nitrogen